NC(CC[C@@H](C1=CC(=CC=C1)O)NC(=O)N1CC2=CC=CC(=C2CC1)C1=CC=C(C=C1)C(F)(F)F)=O (S)-N-(4-amino-1-(3-hydroxyphenyl)-4-oxobutyl)-5-(4-(trifluoromethyl)phenyl)-3,4-dihydroisoquinoline-2(1H)-carboxamide